N1=CC(=CC=C1)C1=C(NC2=C(C=CC=C12)[C@H](C)N1C(OC2(CC(C2)CN)C1)=O)C(=O)O 3-(pyridin-3-yl)-7-[(1S)-1-[(2r,4r)-2-(amino-methyl)-6-oxo-5-oxa-7-azaspiro[3.4]octan-7-yl]ethyl]-1H-indole-2-carboxylic acid